FC=1C(=C(C=CC1F)[C@H]1[C@@H](O[C@]([C@H]1C)(C(F)(F)F)C)C(=O)NC1=CC(=NC(=C1)C)C(=O)N)OC 4-((2R,3S,4S,5R)-3-(3,4-difluoro-2-methoxyphenyl)-4,5-dimethyl-5-(trifluoromethyl)tetrahydrofuran-2-carboxamido)-6-methylpicolinamide